N1=C(N=CC=C1)COC1=CC=C(C=N1)CC1=NOC(=C1)C=1C(=NC=CC1)N 3-(3-((6-(pyrimidin-2-ylmethoxy)pyridin-3-yl)methyl)isoxazol-5-yl)pyridin-2-amine